(2S)-benzyl 2-(chloro(phenoxy)phosphorylamino)propanoate ClC1=C(OP(=O)=N[C@H](C(=O)OCC2=CC=CC=C2)C)C=CC=C1